C(C)S(=O)(=O)N1CCC(CC1)C=1SC(=C(N1)C1=CC=C(C=C1)F)C1=NC(=NC=C1)NC1=CC=C(C=C1)N1CCN(CC1)C 4-(2-(1-(ethylsulfonyl)piperidin-4-yl)-4-(4-fluorophenyl)thiazol-5-yl)-N-(4-(4-methylpiperazin-1-yl)phenyl)pyrimidin-2-amine